COC=1C=C2CCN(CC2=CC1NC=1N=NC(=C(N1)NC1=NC=CC=C1OC)C(=O)N)C ((6-methoxy-2-methyl-1,2,3,4-tetrahydroisoquinolin-7-yl)amino)-5-((3-methoxypyridin-2-yl)amino)-1,2,4-triazine-6-carboxamide